1,2-dimethyl-3-hydroxyethyl-imidazole bis(trifluoromethanesulfonyl)imide salt [N-](S(=O)(=O)C(F)(F)F)S(=O)(=O)C(F)(F)F.CN1C(N(C=C1)CCO)C